ClC=1C=C(N=NC1)N1C(N([C@@H](C1)C#N)C1=CN=CC2=CC=CC=C12)=O (S)-1-(5-chloropyridazin-3-yl)-3-(isoquinolin-4-yl)-2-oxoimidazolidine-4-carbonitrile